N1C=CC2=C1CNCCC2 1H,4H,5H,6H,7H,8H-pyrrolo[2,3-c]azepine